C(C1=CC=CC=C1)N1CC(CCC1)N1C=NC(=C1)[N+](=O)[O-] 1-benzyl-3-(4-nitro-1H-imidazol-1-yl)piperidine